N1(CCCCC1)C1=C2C(=NC=C1)NC=C2C=2C=NC=CC2 4-(1-piperidinyl)-3-(3-pyridinyl)-1H-pyrrolo[2,3-b]pyridine